N-(5-(1-(4-(cyanomethyl)-1-(3-fluorobenzoyl)piperidin-4-yl)-1H-pyrazol-4-yl)-[1,2,4]triazolo[1,5-a]pyridin-2-yl)cyclopropylcarboxamide C(#N)CC1(CCN(CC1)C(C1=CC(=CC=C1)F)=O)N1N=CC(=C1)C1=CC=CC=2N1N=C(N2)NC(=O)C2CC2